Diamino diketone NC(C(=O)N)=O